3-Methoxy-1-naphthonitrile COC=1C=C(C2=CC=CC=C2C1)C#N